ClC1=NC(=NC=C1Cl)NC1=C(C=C(C=C1)C(=O)N1CCOCC1)OC (4-((4,5-dichloropyrimidin-2-yl)amino)-3-methoxyphenyl)(morpholino)methanone